1-((S)-1-(4-chlorophenyl)ethyl)-N3-methyl-1H-pyrazole-3,5-dicarboxamide ClC1=CC=C(C=C1)[C@H](C)N1N=C(C=C1C(=O)N)C(=O)NC